CC=1C=C(C=CC1)[I+]C1=CC(=CC=C1)C bis(3-methylphenyl)-iodonium